(1-(8-((2,3-dichlorophenyl)thio)imidazo[1,2-c]pyrimidin-5-yl)-4-phenylpiperidin-4-yl)methanamine ClC1=C(C=CC=C1Cl)SC=1C=2N(C(=NC1)N1CCC(CC1)(C1=CC=CC=C1)CN)C=CN2